[Cl-].C(CCCCCCCCCCC)[N+](C)(C)C n-dodecyltrimethyl-ammonium chloride